N-(3-methyl-1H-pyrrolo[3,2-c]pyridin-6-yl)cyclopropanecarboxamide CC1=CNC2=C1C=NC(=C2)NC(=O)C2CC2